1-(1,4-dioxaspiro[4.5]decan-8-yl)-1H-pyrazole O1CCOC12CCC(CC2)N2N=CC=C2